C(C)C1=C(C=CC=C1)C1=NOC(O1)=O 3-(2-Ethylphenyl)-1,4,2-dioxazol-5-one